(19R)-3-cyclobutyl-16-fluoro-4,19-dimethyl-20-oxa-4,5,11,12,23-pentaazapentacyclo[19.3.1.02,6.08,12.013,18]pentacosa-1(24),2,5,8,10,13,15,17,21(25),22-decaen-22-amine C1(CCC1)C1=C2C3=CN=C(C(O[C@@H](C4=CC(=CC=C4N4N=CC=C4CC2=NN1C)F)C)=C3)N